NC1=CC(=C(C=C1F)C=1C=CC(=NC1)NC1=C(C=C(C(=C1)Cl)C=1C=NC(=CC1)OCC(F)(F)F)F)Cl 5-(4-amino-2-chloro-5-fluorophenyl)-N-(5-chloro-2-fluoro-4-(6-(2,2,2-trifluoroethoxy)pyridin-3-yl)phenyl)pyridin-2-amine